(1-(2-(4-(4,4,5,5-Tetramethyl-1,3,2-dioxaborolan-2-yl)phenoxy)ethyl)piperidin-4-yl)methanol CC1(OB(OC1(C)C)C1=CC=C(OCCN2CCC(CC2)CO)C=C1)C